C(C(C(N)O)O)O Aminoglycerol